COC1CC(C1)C(=O)NC1=CC(=C(C=C1)OC1=NC=C(N=C1)N1CCC(CC1)OC)C 3-methoxy-N-(4-((5-(4-methoxypiperidin-1-yl)pyrazin-2-yl)oxy)-3-methylphenyl)cyclobutane-1-carboxamide